rac-(RS)-2-(4-fluorophenyl)-4-methyl-3-(pyridin-4-yl)-4,5,6,7-tetrahydropyrazolo[1,5-a]pyrazine hydrochloride Cl.FC1=CC=C(C=C1)C1=NN2C([C@H](NCC2)C)=C1C1=CC=NC=C1 |r|